C(C)(=O)C=1C=C(C=CC1)NC(=O)NC=1C=C2C(N(C(=NC2=CC1)C1CCN(CC1)C)CCOC)=O 1-(3-acetylphenyl)-3-(3-(2-methoxyethyl)-2-(1-methylpiperidin-4-yl)-4-oxo-3,4-dihydroquinazolin-6-yl)urea